Cl.C(C)(=O)SCCNC(=O)CC[C@@H](C(=O)OCC)N Ethyl 4-{[2-(acetylsulfanyl)ethyl]carbamoyl}-(2S)-aminobutanoate Hydrochloride